[N+](=O)([O-])C1=CC=C(C=N1)N1CCC(CC1)C(=O)N1CC2(C1)CCN(CC2)C(=O)OC(C)(C)C tert-butyl 2-(1-(6-nitropyridin-3-yl) piperidine-4-carbonyl)-2,7-diazaspiro[3.5]nonane-7-carboxylate